CNCCCC(=S)[O-] N-methyl-gamma-aminothiobutanoate